C(CCC)C1=C(C(=CC(=C1)C)C)O 2-butyl-4,6-dimethylphenol